N[C@@H]1C2=CC=CC=C2CC12CCN(CC2)C2=CC(=C(C(=N2)C)F)C(=C)C2=NNC=C2 (S)-6-(1-amino-1,3-dihydrospiro[indene-2,4'-piperidine]-1'-yl)-3-(1-(3-fluoro-2-methylpyridin-4-yl)vinyl)-1H-pyrazole